FC(C(=O)N[C@H]1CC(C2=CC=CC=C12)=O)(F)F (S)-2,2,2-trifluoro-N-(3-oxo-2,3-dihydro-1H-inden-1-yl)acetamide